C(C)(C)(C)N1C=C(C=C1)C=O 1-(tert-butyl)-1H-pyrrole-3-carbaldehyde